2-chloro-N-((1r,4r)-4-hydroxy-4-methylcyclohexyl)pyrimidine-4-carboxamide ClC1=NC=CC(=N1)C(=O)NC1CCC(CC1)(C)O